The molecule is a glycosylgalactose consisting of alpha-D-galactofuranose and D-galactopyranose joined in sequence by a (1->2) glycosidic bond. It derives from an alpha-D-galactofuranose and a D-galactopyranose. C([C@@H]1[C@@H]([C@@H]([C@H](C(O1)O)O[C@@H]2[C@@H]([C@H]([C@@H](O2)[C@@H](CO)O)O)O)O)O)O